O1C=C(C=C1)C=1N=C(C2=C(N1)SC(=C2)C)N(CCCC2=CC=C(C=C2)C2=CC=C(C=C2)OC(F)(F)F)C 2-(furan-3-yl)-N,6-dimethyl-N-(3-(4'-(trifluoromethoxy)-[1,1'-biphenyl]-4-yl)propyl)thieno[2,3-d]pyrimidin-4-amine